FC1=CC=C(C=N1)C1=NC=CC(=C1N1CCC(CC1)C1=CN=CN1C)C#N 6'-fluoro-3-(4-(1-methyl-1H-imidazol-5-yl)piperidin-1-yl)-[2,3'-bipyridine]-4-carbonitrile